C(C1=CC=C(C(=O)OCCCCCCCCCC)C=C1)(=O)OCCCCCC n-hexyl (n-decyl) terephthalate